C(C)S(=O)(=O)C=1C=C2C(=NC1C=1OC3=C(N1)C=C(C=C3)S(=O)C(F)(F)F)N(C(N2C)=O)C 6-ethylsulfonyl-1,3-dimethyl-5-[5-(trifluoromethylsulfinyl)-1,3-benzoxazol-2-yl]imidazo[4,5-b]pyridin-2-one